ClC1=C(C=C(C=C1)NC(=O)N1C2CC(CC1(C2)C=2OC(=NN2)CN(C)C)C)C2=NN(C=N2)C cis-N-(4-chloro-3-(1-methyl-1H-1,2,4-triazol-3-yl)phenyl)-1-(5-((dimethylamino)methyl)-1,3,4-oxadiazol-2-yl)-3-methyl-6-azabicyclo[3.1.1]heptane-6-carboxamide